NC(C(C(=O)O)N)NC1=CC=CC2=CC=CC=C12 3-amino-2-amino-3-(naphthylamino)propionic acid